CC1(OC=2C(=NC(=CC2)C2=C(C=C(N=N2)NC(C)=O)NC2=NC(=CC(=C2)C2CCOCC2)S(=O)(=O)C)OC1)C N-(6-(2,2-dimethyl-2,3-dihydro-[1,4]dioxino[2,3-b]pyridin-6-yl)-5-((6-(methylsulfonyl)-4-(tetrahydro-2H-pyran-4-yl)pyridin-2-yl)amino)pyridazin-3-yl)acetamide